COC1=CC2=C(C=C(S2)C(CC(=O)OC(C)(C)C)=O)C=C1OCOC tert-butyl 3-[6-methoxy-5-(methoxymethoxy) benzothiophen-2-yl]-3-oxo-propanoate